1-Cyclopropyl-4-fluoro-2-(4-(methylsulfonyl)phenyl)-6-(4-((6-(tetrahydro-2H-pyran-4-yl)-2,6-diazaspiro[3.3]heptan-2-yl)methyl)phenyl)-1H-benzo[d]imidazol C1(CC1)N1C(=NC2=C1C=C(C=C2F)C2=CC=C(C=C2)CN2CC1(C2)CN(C1)C1CCOCC1)C1=CC=C(C=C1)S(=O)(=O)C